C(C)OC(=O)C1=NC=2N(C(=C1)C1CC1)N=C(C2)Br.O2CCC(=CC2)C=2C(=C(N)C=CC2)OCC(F)(F)F 3-(3,6-dihydro-2H-pyran-4-yl)-2-(2,2,2-trifluoroethoxy)aniline ethyl-2-bromo-7-cyclopropylpyrazolo[1,5-A]pyrimidine-5-carboxylate